COCCC1=NC=2C(=C3C(=[N+](C2)[O-])C=CS3)N1CC1CCN(CC1)C(=O)OC(C)(C)C 2-(2-methoxyethyl)-1-[(1-(tert-butoxycarbonyl)hexahydropyridin-4-yl)methyl]thieno[3,2-b]imidazo[4,5-d]pyridine-5-oxide